(S)-11-(4,4-difluorocyclohex-1-en-1-yl)-8-((3S,5R)-3,5-dimethylpiperazin-1-yl)-3-(pyrimidin-2-yloxy)-10-(trifluoromethyl)-3,4-dihydro-2H,6H-[1,4]thiazepino[2,3,4-ij]quinazolin-6-one FC1(CC=C(CC1)C1=C(C=C2C(=NC(N3C2=C1SC[C@H](C3)OC3=NC=CC=N3)=O)N3C[C@@H](N[C@@H](C3)C)C)C(F)(F)F)F